3-hydroxyphenylmethylene-1,5-dimethylpyrrolidine-2,4-dione OC=1C=C(C=CC1)C=C1C(N(C(C1=O)C)C)=O